(3S)-N-{[5-Methyl-2-(5-morpholin-4-yl-3,4'-bipyridin-2'-yl)-1H-imidazol-4-yl]methyl}tetrahydrofuran-3-amin CC1=C(N=C(N1)C1=NC=CC(=C1)C=1C=NC=C(C1)N1CCOCC1)CN[C@@H]1COCC1